2-[[2-amino-1-(3-thienyl)ethyl]amino]-6-(5,6-dimethoxybenzimidazol-1-yl)pyridine-3-carboxamide hydrochloride Cl.NCC(C1=CSC=C1)NC1=NC(=CC=C1C(=O)N)N1C=NC2=C1C=C(C(=C2)OC)OC